3-(2-(4-benzoylpiperazin-1-yl)ethyl)quinazolin-4(3H)-one C(C1=CC=CC=C1)(=O)N1CCN(CC1)CCN1C=NC2=CC=CC=C2C1=O